3-benzyl 8-tert-butyl (1R,5S)-1-[(cyclopropyloxy)methyl]-3,8-diazabicyclo[3.2.1]octane-3,8-dicarboxylate C1(CC1)OC[C@]12CN(C[C@H](CC1)N2C(=O)OC(C)(C)C)C(=O)OCC2=CC=CC=C2